CC1=CC=C(C(=O)NC=C)C=C1 4-methyl-N-vinylbenzamide